6-(1-(4-cyclopropyl-2-fluoro-phenyl)-2,2,2-trifluoroethyl)-4-((5-(5-fluoro-6-hydroxy-pyridin-2-yl)-1,3,4-thiadiazol-2-yl)methyl)-4,6-diazaspiro-[2.4]heptane-5,7-dione C1(CC1)C1=CC(=C(C=C1)C(C(F)(F)F)N1C(N(C2(CC2)C1=O)CC=1SC(=NN1)C1=NC(=C(C=C1)F)O)=O)F